5-morpholinosulfonyl-2,3-dihydrobenzofuran-7-amine O1CCN(CC1)S(=O)(=O)C=1C=C(C2=C(CCO2)C1)N